CC(CC(=O)OCC1C[C@@H]([C@@H]([C@@H](C1)C(C(=O)[O-])C(C)(C)C)C(C(=O)[O-])C(C)(C)C)OCCC)(C)C (1R,2S,3S)-5-(((3,3-dimethylbutyryl) oxy) methyl)-3-propoxycyclohexane-1,2-diylbis(3,3-dimethylbutyrate)